4-amino-3-[6-(2,6-dimethylphenyl)pyridine-3-ylazo]naphthalene NC1=C(C=CC2=CC=CC=C12)N=NC=1C=NC(=CC1)C1=C(C=CC=C1C)C